P-(4-(5-(chlorodifluoromethyl)-1,2,4-oxadiazol-3-yl)-2-fluorophenyl)-P-methyl-N-(o-tolyl)phosphinic amide ClC(C1=NC(=NO1)C1=CC(=C(C=C1)P(NC1=C(C=CC=C1)C)(=O)C)F)(F)F